Cl.NC=1C=NC=CC1 3-AMINOPYRIDINE HCl